C(C=C)(=O)N1COC2(C1)CCN(CC2)C(=O)OC(C)(C)C tert-butyl 3-(prop-2-enoyl)-1-oxa-3,8-diazaspiro[4.5]decane-8-carboxylate